ClC=1C=C(C=C(C1)Cl)C1(CC(=NO1)N1CC=2C=NC(=CC2C1)C(=O)NCC(F)(F)F)C(F)(F)F 2-(5-(3,5-dichlorophenyl)-5-(trifluoromethyl)-4,5-dihydroisoxazol-3-yl)-N-(2,2,2-trifluoroethyl)-2,3-dihydro-1H-pyrrolo[3,4-c]pyridine-6-carboxamide